tert-butyl 4-(5-(3-(pyridin-4-yl)furo[3,2-b]pyridin-6-yl)pyridin-2-yl)piperazine-1-carboxylate N1=CC=C(C=C1)C1=COC=2C1=NC=C(C2)C=2C=CC(=NC2)N2CCN(CC2)C(=O)OC(C)(C)C